(R)-6,6'-dibromo-[1,1'-binaphthyl]-2,2'-diol BrC1=CC2=CC=C(C(=C2C=C1)C=1C(=CC=C2C=C(C=CC12)Br)O)O